3-((5-(aminomethyl)-1-(3,3-difluoropropyl)-1H-benzo[d]imidazol-2-yl)methyl)-1-cyclopropyl-5-fluoro-1,3-dihydro-2H-benzo[d]imidazol-2-one NCC1=CC2=C(N(C(=N2)CN2C(N(C3=C2C=C(C=C3)F)C3CC3)=O)CCC(F)F)C=C1